8-chloro-5-((2-(3-(4-chloro-6-oxopyrimidin-1(6H)-yl)propyl)-2-azaspiro[3.3]heptan-6-yl)oxy)-2-methylisoquinolin-1(2H)-one ClC=1C=CC(=C2C=CN(C(C12)=O)C)OC1CC2(CN(C2)CCCN2C=NC(=CC2=O)Cl)C1